C1(CC1)CC=1C=CC(=C(C1)[C@H](C(=O)O)N1C[C@@H](CC1)OCCCCCC1=NC=2NCCCC2C=C1)OC (R)-2-(5-(cyclopropylmethyl)-2-methoxyphenyl)-2-((R)-3-((5-(5,6,7,8-tetrahydro-1,8-naphthyridin-2-yl)pentyl)oxy)pyrrolidin-1-yl)acetic acid